N[C@H](C(=O)N1CCN(CC1)C1=NC=C(C=C1C)CC1=CN=C2C(=NC(=NN21)OCCCC)N)[C@H](CC)C (2s,3s)-2-amino-1-(4-(5-((4-amino-2-butoxyimidazo[2,1-f][1,2,4]triazin-7-yl)methyl)-3-methylpyridin-2-yl)piperazin-1-yl)-3-methylpentan-1-one